NC1=NN=C(O1)C(=O)OCC ethyl 5-amino-1,3,4-oxadiazole-2-carboxylate